4-(2-(Pyridin-2-ylamino)thiazol-4-yl)benzylacetat N1=C(C=CC=C1)NC=1SC=C(N1)C1=CC=C(CCC(=O)[O-])C=C1